(S)-1-((5-methoxy-2'-methyl-[3,4'-bipyridin]-6-yl)oxy)-2,4-dimethylpentan-2-amine COC=1C=C(C=NC1OC[C@](CC(C)C)(N)C)C1=CC(=NC=C1)C